(2R,3S,4S,5R)-3-(3,4-difluoro-2-methoxyphenyl)-4,5-dimethyl-N-((1S,2R)-2-(1-methyl-1H-pyrazol-4-yl)cyclopropyl)-5-(trifluoromethyl)tetrahydrofuran-2-carboxamide FC=1C(=C(C=CC1F)[C@H]1[C@@H](O[C@]([C@H]1C)(C(F)(F)F)C)C(=O)N[C@@H]1[C@H](C1)C=1C=NN(C1)C)OC